3-(6-bromo-3,3-dimethyl-2-oxo-pyrrolo[3,2-b]pyridin-1-yl)-1-(8-hydroxy-5-azaspiro[2.5]oct-5-yl)cyclobutanecarbonitrile BrC=1C=C2C(=NC1)C(C(N2C2CC(C2)(C#N)N2CC1(CC1)C(CC2)O)=O)(C)C